O=C1NC(CCC1N1C(C2=C(C1)C=C(S2)CNC(=S)NC2=CC=CC=C2)=O)=O 1-((5-(2,6-dioxopiperidin-3-yl)-6-oxo-5,6-dihydro-4H-thieno[2,3-c]pyrrol-2-yl)methyl)-3-phenylthiourea